N-[(2S,3R,4S)-2-[(3-chloro-2-fluorophenyl)methyl]-4-fluoro-1-(oxetane-2-carbonyl)pyrrolidin-3-yl]ethanesulfonamide ClC=1C(=C(C=CC1)C[C@@H]1N(C[C@@H]([C@@H]1NS(=O)(=O)CC)F)C(=O)C1OCC1)F